C(C=C)ONC(C=1C(O)=CC=CC1)=O O-allylsalicylhydroxamic acid